FC(C1=C(C=2C=CN=CC2C=C1)O)(F)F 6-(trifluoromethyl)isoquinolin-5-ol